C1(CCC1)NC(C1=CC=C(C=C1)C=1C(=NC(=NC1)NC1=C(C=C(C=C1)C1=NN=CN1C)OCC)NCC(C)(C)C)=O N-cyclobutyl-4-(2-((2-ethoxy-4-(4-methyl-4H-1,2,4-triazol-3-yl)phenyl)amino)-4-(neopentylamino)pyrimidin-5-yl)benzamide